(R)-9-(1-(4-fluorophenyl)ethyl)-2-(2-isopropylphenyl)-7,9-dihydro-8H-purin-8-one FC1=CC=C(C=C1)[C@@H](C)N1C2=NC(=NC=C2NC1=O)C1=C(C=CC=C1)C(C)C